2-Cyclopropyl-N-(6-(ethylamino)-4-(1-methyl-4-(4-methyl-4H-1,2,4-triazol-3-yl)-1H-pyrazol-5-yl)pyridin-2-yl)-6-(2-(pyrrolidin-1-yl)ethoxy)pyrimidine-4-carboxamide C1(CC1)C1=NC(=CC(=N1)C(=O)NC1=NC(=CC(=C1)C1=C(C=NN1C)C1=NN=CN1C)NCC)OCCN1CCCC1